C(C1=CC=CC=C1)OC(=O)N[C@H](C=1N=C2N(N=C(C=N2)CC2(C(NC[C@H](C2)C(F)(F)F)=O)C(=O)O)C1)C1CCC(CC1)(F)F (5S)-3-((6-((S)-(((benzyloxy)carbonyl)amino)(4,4-difluorocyclohexyl)methyl)imidazo[1,2-b][1,2,4]triazin-2-yl)methyl)-2-oxo-5-(trifluoromethyl)piperidine-3-carboxylic acid